O1[C@H](COC2=C1C=CC=C2)CN2C[C@H](CCC2)C2=CC=C(C=C2)C(F)(F)F (R)-1-[(S)-1-(2,3-Dihydrobenzo[1,4]dioxin-2-yl)methyl]-3-(4-trifluoromethylphenyl)piperidine